C1(=CC=CC=2C3=CC=CC=C3NC12)C=1SC=CC1 carbazolylthiophene